C(C)(C)(C)N1N=C(N=C1)C1=C(C=C(C=C1)C(=O)N1CCN(CC1)C=1OC=2C(=NC(=CC2)C)N1)Cl [4-(1-tert-butyl-1,2,4-triazol-3-yl)-3-chloro-phenyl]-[4-(5-methyloxazolo[4,5-b]pyridin-2-yl)piperazin-1-yl]methanone